2-(3-ethyl-1,2,4-oxadiazol-5-yl)benzene-1-sulfonamide C(C)C1=NOC(=N1)C1=C(C=CC=C1)S(=O)(=O)N